3-(1,3-didecyl-2-(decyldimethylsilyl)-1,1,3,3-tetramethyltrisilan-2-yl)prop-2-yn-1-yl(((9H-fluoren-9-yl)methoxy)carbonyl)-L-alaninate C(CCCCCCCCC)[Si]([Si]([Si](C)(C)CCCCCCCCCC)([Si](C)(C)CCCCCCCCCC)C#CCN([C@@H](C)C(=O)[O-])C(=O)OCC1C2=CC=CC=C2C=2C=CC=CC12)(C)C